2-(3-acetyl-5-(pyridazin-4-yl)-1H-indol-1-yl)acetic acid tert-butyl ester C(C)(C)(C)OC(CN1C=C(C2=CC(=CC=C12)C1=CN=NC=C1)C(C)=O)=O